COC1=C(C=C(C=C1)OC)OC 1,2,4-trimethyloxybenzene